4-(3-bromo-4-fluorophenyl)-3-(4-(piperidin-4-ylsulfanyl)-1,2,5-oxadiazol-3-yl)-1,2,4-oxadiazol-5(4H)-one BrC=1C=C(C=CC1F)N1C(=NOC1=O)C1=NON=C1SC1CCNCC1